3-(Benzyloxy)-5-bromopyridinecarboxylic acid methyl ester COC(=O)C1=NC=C(C=C1OCC1=CC=CC=C1)Br